C(C)OC(=O)C1=C(N=C(S1)C1=CC(=C(C=C1)OCC(C)C)C#N)C 2-(3-cyano-4-isobutoxyphenyl)-4-methyl-5-thiazolecarboxylic acid ethyl ester